4-(4-(methylsulfonyl)piperazin-1-yl)-N-(quinolin-8-yl)picolinamide CS(=O)(=O)N1CCN(CC1)C1=CC(=NC=C1)C(=O)NC=1C=CC=C2C=CC=NC12